4-[5-[4-[6-Chloro-4-(trifluoromethyl)-2-pyridyl]piperazin-1-yl]sulfonylindoline-1-carbonyl]-2-methyl-pyrazole-3-carboxylic acid ClC1=CC(=CC(=N1)N1CCN(CC1)S(=O)(=O)C=1C=C2CCN(C2=CC1)C(=O)C1=C(N(N=C1)C)C(=O)O)C(F)(F)F